3-(cyclopropylethynyl)-7,7-difluoro-1-(trifluoromethyl)-5,6,7,8-tetrahydroindolizin-8-ol C1(CC1)C#CC1=CC(=C2C(C(CCN12)(F)F)O)C(F)(F)F